[2-[2-Benzyl-3-(4-chlorophenyl)-5-oxo-4H-pyrazolo[1,5-a]pyrimidin-7-yl]-5-nitro-phenyl] (2S)-2-aminopropanoate trifluoroacetate FC(C(=O)O)(F)F.N[C@H](C(=O)OC1=C(C=CC(=C1)[N+](=O)[O-])C1=CC(NC=2N1N=C(C2C2=CC=C(C=C2)Cl)CC2=CC=CC=C2)=O)C